FC1(CN(CC1)C1=NC=CC(=C1C1=NC2=C(C=NC(=C2)C)N1)C1=C(C=CC=C1)F)F 2-[2-(3,3-difluoropyrrolidin-1-yl)-4-(2-fluorophenyl)-3-pyridinyl]-6-methyl-3H-imidazo[4,5-c]pyridine